trans-4-(trifluoromethyl)cyclohexan-1-ol FC([C@@H]1CC[C@H](CC1)O)(F)F